C(C1=CC=CC=C1)(C1=CC=CC=C1)C1N2C(C(N3C1COCC3)=O)=C(C(C=N2)=O)O 11-benzhydryl-4-hydroxy-7,8,10a,11-tetrahydro-10H-pyridazino[1',6':4,5]pyrazino[2,1-c][1,4]oxazine-3,5-dione